3-{(R)-Hydroxy-[5-(N-hydroxycarbamimidoyl)-pyridin-3-yl]-[4-(2,2,2-trifluoro-ethyl)-phenyl]-methyl}-3-methyl-azetidine-1-carboxylic acid tert-butyl ester C(C)(C)(C)OC(=O)N1CC(C1)(C)[C@](C1=CC=C(C=C1)CC(F)(F)F)(C=1C=NC=C(C1)C(NO)=N)O